N-((1-acetylazetidin-3-yl)methyl)-6-ethylquinoline-8-carboxamide C(C)(=O)N1CC(C1)CNC(=O)C=1C=C(C=C2C=CC=NC12)CC